[C@H]12NC([C@@H]([C@H](CC1)C2)NC(OC(C)(C)C)=O)([2H])[2H] tert-butyl ((1S,4R,5R)-2-azabicyclo[3.2.1]octan-4-yl-3,3-d2)carbamate